CN(CCCN1N=NN(C1=S)CC)C 1-(3-(Dimethylamino)propyl)-4-ethyl-1,4-dihydro-5H-tetrazol-5-thion